ClC=1C=C(C=C(C1)Cl)C1(NC=C(C(=N1)NC1=CC=C2CCNCC2=C1)C=1C=NN(C1)C(C)C)N 2-(3,5-dichlorophenyl)-5-(1-isopropyl-1H-pyrazol-4-yl)-N4-(1,2,3,4-tetrahydroisoquinolin-7-yl)pyrimidine-2,4-diamine